C12(CC3CC(CC(C1)C3)C2)NCCCCCCC(=O)NC2=CC=CC=3N(C(N(C32)C)=O)C3C(NC(CC3)=O)=O 7-((adamantan-1-yl)amino)-N-(1-(2,6-dioxopiperidin-3-yl)-3-methyl-2-oxo-2,3-dihydro-1H-benzo[d]imidazol-4-yl)heptanamide